CC1C(N(CCC(CNCCNCCCNCCN1)CC1=C(C(=CC(=C1)F)F)F)C)(C)C tetramethyl-16-(2,3,5-trifluorobenzyl)-1,4,7,11,14-pentaazacyclooctadecane